3-(5-(7-((benzylamino)methyl)imidazo[1,5-a]pyridin-5-yl)-1-oxoisoindolin-2-yl)piperidine-2,6-dione C(C1=CC=CC=C1)NCC1=CC=2N(C(=C1)C=1C=C3CN(C(C3=CC1)=O)C1C(NC(CC1)=O)=O)C=NC2